NC1=C(C(=NC(=C1F)C1=CC=C2C=CNC2=C1F)C(=O)O)F 4-amino-3-fluoro-5-fluoro-6-(7-fluoro-1H-indol-6-yl)pyridine-2-carboxylic acid